NC1[C@@H]2CN(C[C@H]1C2)S(=O)(=O)N2[C@H]1CC(C[C@@H]2CC1)NC(=O)C1=NOC(=C1)C1COC1 N-((1R,3R,5S)-8-(((1R,5S,6S)-6-amino-3-azabicyclo[3.1.1]heptan-3-yl)sulfonyl)-8-azabicyclo[3.2.1]octan-3-yl)-5-(oxetan-3-yl)isoxazole-3-carboxamide